tert-butyl 3-[4-[[1-(trifluoromethyl)cyclopropyl]amino]phenyl]azetidine-1-carboxylate FC(C1(CC1)NC1=CC=C(C=C1)C1CN(C1)C(=O)OC(C)(C)C)(F)F